tert-butyl 4-(4-piperidyl)piperidine-1-carboxylate N1CCC(CC1)C1CCN(CC1)C(=O)OC(C)(C)C